CC=1N=C(C2=C(N1)OC=C2C(=O)NCC2=CC=C(C=C2)OC(F)(F)F)NC2(CC2)C methyl-4-[(1-methylcyclopropyl)amino]-N-{[4-(trifluoromethoxy)phenyl]methyl}furo[2,3-d]pyrimidine-5-carboxamide